BrC1=CC=C(C=C1)C1(C(C=CC=C1)C)CC#N 2-(4-bromophenyl)-2-tolylacetonitrile